BrC1=NC=C(C(=C1)C1=NN(C2=C1C=NC=C2)COCC[Si](C)(C)C)Cl 3-(2-bromo-5-chloropyridin-4-yl)-1-((2-(trimethylsilyl)ethoxy)methyl)-1H-pyrazolo[4,3-c]pyridine